methyl-3-amino-6-(4-chlorophenyl)-N-(4-(oxetan-3-ylmethylsulfonyl)phenyl)pyrazine-2-carboxamide CC=1N=C(C(=NC1C1=CC=C(C=C1)Cl)C(=O)NC1=CC=C(C=C1)S(=O)(=O)CC1COC1)N